7-((1H-pyrrol-3-yl)methoxy)-4-trifluoromethyl-2H-1-benzopyran-2-one N1C=C(C=C1)COC1=CC2=C(C(=CC(O2)=O)C(F)(F)F)C=C1